(3R)-3-methyl-3-[5-[2-[4-(pentafluoro-lambda6-sulfanyl)anilino]-3-pyridyl]-1,3,4-oxadiazol-2-yl]pyrrolidin-2-one C[C@]1(C(NCC1)=O)C=1OC(=NN1)C=1C(=NC=CC1)NC1=CC=C(C=C1)S(F)(F)(F)(F)F